(4-methoxy-2-nitrophenyl)-1-methyl-1H-pyrazole COC1=CC(=C(C=C1)C1=NN(C=C1)C)[N+](=O)[O-]